ClC=1C(=NC=CC1)[Pd-](Cl)Cl (3-chloropyridyl)palladium (II) dichloride